C1(CC1)C1=C(C=NC2=CC=CN=C12)NC1=CC=C(C=C1)[C@H](C(F)(F)F)N(C(=O)C1CCC(CC1)C(=O)N)C (1r,4S)-N1-((S)-1-(4-((4-cyclopropyl-1,5-naphthyridin-3-yl)amino)phenyl)-2,2,2-trifluoroethyl)-N1-methylcyclohexane-1,4-dicarboxamide